4-(3-((phenethylamino)methyl)phenyl)piperazine-1-carboxylate C(CC1=CC=CC=C1)NCC=1C=C(C=CC1)N1CCN(CC1)C(=O)[O-]